C(C)(C)(C)OC(=O)N1C(CN(CC1)C1=C2C(=NC(=C1)C1CC1)N(CC2)C(=O)OC(C)(C)C)(C)C tert-butyl 4-(4-(tert-butoxycarbonyl)-3,3-dimethylpiperazin-1-yl)-6-cyclopropyl-2,3-dihydro-1H-pyrrolo[2,3-b]pyridine-1-carboxylate